2-(3-aminopropyl)aminoethyl phosphorothioate P(OCCNCCCN)([O-])([O-])=S